5-chloroquinazolin-4-ol ClC1=C2C(=NC=NC2=CC=C1)O